S1C=NC2=C1C=CC(=C2)C2N(CC(CC2)C)C(C(=O)O)=O 2-(2-(Benzo[d]thiazol-5-yl)-5-methylpiperidin-1-yl)-2-oxoacetic acid